CN1C=C(C=CC1=O)S(=O)(=O)N[C@@H](C(F)(F)F)C1=CC=C(C=C1)F (R)-1-methyl-6-oxo-N-(2,2,2-trifluoro-1-(4-fluorophenyl)ethyl)-1,6-dihydropyridine-3-sulfonamide